C1(=CC(=CC=C1)C1=CC=NC(=N1)C=1C=NC=CC1)C1=CC=CC=C1 6-([1,1'-biphenyl]-3-yl)-2-(pyridin-3-yl)pyrimidine